19-(acryloyloxy)-nonadecyl methacrylate C(C(=C)C)(=O)OCCCCCCCCCCCCCCCCCCCOC(C=C)=O